C1(CC1)N1C(=NN=C(C1=O)N[C@H]1CN(CCC1)CC)C1=C(C2=C(SC=C2)C=C1)O (R)-4-cyclopropyl-6-((1-ethylpiperidin-3-yl)amino)-3-(4-hydroxybenzo[b]thiophen-5-yl)-1,2,4-triazin-5(4H)-one